CC1=C(C=CC=C1C(F)(F)F)S(=O)(=O)C 2-methyl-1-(methylsulfonyl)-3-(trifluoromethyl)benzene